FC(OC=1C=C(C=CC1)CC(=O)NC1=CC=C(N=N1)CCCCC1=NN=C(S1)NC(=O)C1CC1)(F)F N-(5-(4-(6-(2-(3-trifluoromethoxyphenyl)acetamido)pyridazin-3-yl)butyl)-1,3,4-thiadiazol-2-yl)cyclopropylcarboxamide